ClC=1C=C(C=NC1C1=CCC(CC1)C(F)(F)F)O 5-chloro-6-(4-(trifluoromethyl)cyclohex-1-en-1-yl)pyridin-3-ol